2,3-difluoro-4-(2-hydroxy-2-methylpropyl)piperazin FC1NCCN(C1F)CC(C)(C)O